O=C1NC2=CC=CC=C2[C@]12CN[C@@H](C2)C(=O)N (3R,5'S)-2-oxospiro[indoline-3,3'-pyrrolidine]-5'-carboxamide